ClC1=CC=C(S1)CNC1=CC(=NN1C(C(C)(C)C)=O)C1CCNCC1 1-(5-[(5-chlorothiophen-2-yl)methyl]amino-3-(piperidin-4-yl)-1H-pyrazol-1-yl)-2,2-dimethylpropan-1-one